FC(C=1C=2N(N=C(C1)C1=CC3=CN(N=C3C(=C1)F)C1CCNCC1)C=C(N2)C)F 8-(difluoromethyl)-6-[7-fluoro-2-(4-piperidyl)indazol-5-yl]-2-methyl-imidazo[1,2-b]pyridazine